tert-butyl 5-(4-bromophenyl)-7-oxa-4-azaspiro[2.5]octane-4-carboxylate BrC1=CC=C(C=C1)C1N(C2(CC2)COC1)C(=O)OC(C)(C)C